(R)-3-(4-((2-fluorobenzyl)oxy)phenyl)-1-(pyrrolidin-3-yl)-1H-pyrazolo[4,3-c]pyridine FC1=C(COC2=CC=C(C=C2)C2=NN(C3=C2C=NC=C3)[C@H]3CNCC3)C=CC=C1